3-((4-Chlorophenyl)amino)-N-(3-(diethylamino)propyl)quinoxaline-2-carboxamide ClC1=CC=C(C=C1)NC=1C(=NC2=CC=CC=C2N1)C(=O)NCCCN(CC)CC